ClC1=C(C=CC2=C1CN(C1=NC3=C(C(NCCO2)=O)C=NN3C=C1)C)F 12-chloro-11-fluoro-14-methyl-6,7,13,14-tetrahydro-1,15-ethenopyrazolo[4,3-f][1,4,8,10]benzoxatriazacyclotridecin-4(5H)-one